C1(=CC=CC2=CC=CC=C12)C=1OC(=CN1)C1=CC=CC=C1 2-(1-naphthyl)-5-phenyloxazole